C[C@H]1CN(C[C@@H](N1)C)C=1C=C2C(=NC(=NC2=CC1)C1=CC2=CN(N=C2C=C1O)C)C(=O)NC 6-[(3S,5S)-3,5-dimethylpiperazin-1-yl]-2-(6-hydroxy-2-methylindazol-5-yl)-N-methylquinazoline-4-carboxamide